4,5,6'-trifluoro-1'H-1,2'-bibenzo[d]imidazole FC1=C(C=CC=2N(C=NC21)C2=NC1=C(N2)C=C(C=C1)F)F